CC(C)(CCC[C@@H](C)[C@H]1CC[C@H]2[C@@H]3CC=C4C[C@H](CC[C@]4(CO)[C@H]3CC[C@]12C)O)O Cholesta-6(5)-ene-3β,19,25-triol